aluminum zinc-aluminum [Al].[Zn].[Al]